(7-(3,4-dimethoxyphenyl)pyrazolo[1,5-a]pyrimidin-2-yl)((3R,5S)-3,5-dimethylpiperazin-1-yl)methanone COC=1C=C(C=CC1OC)C1=CC=NC=2N1N=C(C2)C(=O)N2C[C@H](N[C@H](C2)C)C